N-(BUTAN-2-YL)-2-(3-FORMYLPHENOXY)PROPANAMIDE CC(CC)NC(C(C)OC1=CC(=CC=C1)C=O)=O